2-(tert-butyl)-N-(4-(6-morpholinopyrazolo[1,5-a]pyrazin-4-yl)benzyl)-2H-tetrazole-5-carboxamide C(C)(C)(C)N1N=C(N=N1)C(=O)NCC1=CC=C(C=C1)C=1C=2N(C=C(N1)N1CCOCC1)N=CC2